5-acetamido-N,N'-bis(2,3-dihydroxypropyl)-2,4,6-triiodoisophthalamide tert-butyl-8-(1,3-benzothiazol-2-ylcarbamoyl)-5-benzyloxy-3,4-dihydro-1H-isoquinoline-2-carboxylate C(C)(C)(C)OC(=O)N1CC2=C(C=CC(=C2CC1)OCC1=CC=CC=C1)C(NC=1SC2=C(N1)C=CC=C2)=O.C(C)(=O)NC=2C(=C(C(=C(C(=O)NCC(CO)O)C2I)I)C(=O)NCC(CO)O)I